N,N,N-tris(3-(2,3,4-trimethylimidazolyl)propyl)-amine CC1=NC(=C(N1C)C)CCCN(CCCC1=C(N(C(=N1)C)C)C)CCCC1=C(N(C(=N1)C)C)C